(pyrrolidin-1-yl)methyltrifluoroboric acid potassium [K].N1(CCCC1)C[B-](F)(F)F.[H+]